5-(1-isobutyl-1H-pyrazol-4-yl)-1-methyl-4-phenylpyridin-2(1H)-one C(C(C)C)N1N=CC(=C1)C=1C(=CC(N(C1)C)=O)C1=CC=CC=C1